(2S,5R)-methyl 5-(benzyloxyamino)-1-(2,2,2-trifluoroacetyl)piperidine-2-carboxylate hydrochloride salt Cl.C(C1=CC=CC=C1)ON[C@@H]1CC[C@H](N(C1)C(C(F)(F)F)=O)C(=O)OC